2-(7-fluoronaphthalen-1-yl)ethan-1-amine FC1=CC=C2C=CC=C(C2=C1)CCN